CC1(C(C(CCC1)=C)CC=CC)C (2,2-dimethyl-6-methylenecyclohexyl)-2-buten